(tert-butylperoxy)2,5-dimethylhexane C(C)(C)(C)OOCC(CCC(C)C)C